C(C)(C)(C)OC(=O)N1[C@@H](CCC1)C(NC1=C(C=CC(=C1)C1=CC=C(C=C1)C=O)C1=CC=C(C=C1)C=O)=O (S)-2-((4,4''-diformyl-[1,1':4',1''-terphenyl]-2'-yl)carbamoyl)pyrrolidine-1-carboxylic acid tert-butyl ester